2,2':6',2''-terpyridine-6,6''-dicarboxylic acid N1=C(C=CC=C1C(=O)O)C1=NC(=CC=C1)C1=NC(=CC=C1)C(=O)O